N-(3-((1s,3R)-3-(cyanomethyl)-1-(4-methyl-4H-1,2,4-triazol-3-yl)cyclobutyl)phenyl)-7-((((S)-1-cyclopropylethyl)amino)methyl)-1H-pyrrolo[3,2-b]pyridine-5-carboxamide C(#N)CC1CC(C1)(C1=NN=CN1C)C=1C=C(C=CC1)NC(=O)C1=CC(=C2C(=N1)C=CN2)CN[C@@H](C)C2CC2